4-(8-amino-3-((1s,3s)-3-hydroxy-3-methylcyclobutyl)imidazo[1,5-a]pyrazin-1-yl)-2-fluorobenzene NC=1C=2N(C=CN1)C(=NC2C2=CC(=CC=C2)F)C2CC(C2)(C)O